bromoimidazo[1,2-a]pyrazine BrC=1N=C2N(C=CN=C2)C1